N1C=C(C2=CC=CC=C12)CCC1N(CCC2=CC(=C(C=C12)OCC)OC)C=O 1-(2-(1H-indol-3-yl)ethyl)-7-ethoxy-6-methoxy-3,4-dihydroisoquinoline-2(1H)-formaldehyde